4-((3-acetyl-4-hydroxyphenoxy)methyl)-3-nitrobenzoic acid C(C)(=O)C=1C=C(OCC2=C(C=C(C(=O)O)C=C2)[N+](=O)[O-])C=CC1O